3-(5-((4-(5-methylthiophen-2-yl)piperazin-1-yl)methyl)-1-oxoisoindolin-2-yl)piperidine-2,6-dione CC1=CC=C(S1)N1CCN(CC1)CC=1C=C2CN(C(C2=CC1)=O)C1C(NC(CC1)=O)=O